5-(8-((1R,2R)-2-(2,5-difluorophenyl)cyclopropyl)imidazo[1,2-b]pyridazin-6-yl)pyrimidine-2,4(1H,3H)-dione FC1=C(C=C(C=C1)F)[C@H]1[C@@H](C1)C=1C=2N(N=C(C1)C=1C(NC(NC1)=O)=O)C=CN2